BrCCCCCC(=O)N[C@H](C(=O)C1[C@@H](C[C@H](C1)O)C(=O)N[C@H](C)C1=CC=C(C=C1)C1=C(N=CS1)C)C(C)(C)C (1R,4S)-2-((S)-2-(6-bromohexanamido)-3,3-dimethylbutyryl)-4-hydroxy-N-((R)-1-(4-(4-methylthiazol-5-yl)phenyl)ethyl)cyclopentane-1-carboxamide